triethoxy(1-phenylvinyl)silane C(C)O[Si](C(=C)C1=CC=CC=C1)(OCC)OCC